C(CCCC#C)C=1C(=C(C2=C(OC([C@@H]3CCC(=C[C@@H]23)C)(C)C)C1)OC1O[C@@H]([C@H]([C@@H]([C@H]1CO)O)O)O)C(=O)O (6aR,10aR)-3-(hex-5-yn-1-yl)-6,6,9-trimethyl-1-{[(3R,4R,5S,6S)-4,5,6-trihydroxy-3-(hydroxymethyl)oxan-2-yl]oxy}-6H,6aH,7H,8H,10aH-benzo[c]isochromene-2-carboxylic acid